1-[4-(8-[(5-chloro-6-fluoro-1H-indazol-4-yl)oxy]-2-{[(2S,4R)-4-fluoro-1-methylpyrrolidin-2-yl]methoxy}pyrido[3,4-d]pyrimidin-4-yl)piperazin-1-yl]prop-2-en-1-one ClC=1C(=C2C=NNC2=CC1F)OC1=NC=CC2=C1N=C(N=C2N2CCN(CC2)C(C=C)=O)OC[C@H]2N(C[C@@H](C2)F)C